CN(C(=S)[C@H]1NC[C@@H](C1)OCC=1N=NNN1)C (2S,4R)-N,N-dimethyl-4-[(2H-1,2,3,4-tetrazol-5-yl)methoxy]pyrrolidine-2-carbothioamide